C(C)OC(C(C)(C)OC1=CC(=C(C(=C1)C)CC1=CC(=C(C=C1)OCC1=CC=CC=C1)C(C)C)C)=O 2-(4-(4-(Benzyloxy)-3-isopropylbenzyl)-3,5-dimethylphenoxy)-2-methylpropanoic acid ethyl ester